ClC1=CC=2N(C(N(CC2C=N1)C1=C(C=CC=C1C)F)=O)[C@@H]1CN(CCC1)C(=O)OC(C)(C)C tert-butyl (3S)-3-[7-chloro-3-(2-fluoro-6-methyl-phenyl)-2-oxo-4H-pyrido[4,3-d]pyrimidin-1-yl]piperidine-1-carboxylate